ClC=1C(=NC(=NC1)NC1CCOCC1)C1=CC=C2CN(C(C2=C1)=O)CC(=O)N[C@H](CO)C1=NC(=CC=C1)CC 2-(6-{5-chloro-2-[(oxan-4-yl)amino]pyrimidin-4-yl}-1-oxo-2,3-dihydro-1H-isoindol-2-yl)-N-[(1S)-1-(6-ethylpyridin-2-yl)-2-hydroxyethyl]acetamide